NCC1=CC=C(CN)C=C1 4-(aminomethyl)benzylamine